(1-(cyclopropylsulfonyl)-1H-pyrazol-4-yl)-N-(5-((1-methyl-1H-pyrazol-4-yl)ethynyl)-4-(2,7-diazaspiro[3.5]non-2-yl)pyridin-2-yl)pyrimidin-4-amine C1(CC1)S(=O)(=O)N1N=CC(=C1)C1=NC=CC(=N1)NC1=NC=C(C(=C1)N1CC2(C1)CCNCC2)C#CC=2C=NN(C2)C